chlororuthenium (1+) Cl[Ru+]